triflate [O-]S(=O)(=O)C(F)(F)F